NC=1SC(=C(N1)C(C(=O)OCC)(CCC(=O)OCC1=CC=CC=C1)CC)C O5-benzyl O1-ethyl 2-(2-amino-5-methylthiazol-4-yl)-2-ethyl-pentanedioate